2,6-diethylphenyl-butoxymethyl-chloroacetamide C(C)C1=C(C(=CC=C1)CC)C(C(=O)N)(Cl)COCCCC